NC1=C2C(=NC(=N1)Cl)N(N=C2)CC=2C=C(CCOS(=O)(=O)C1=CC=C(C=C1)C)C=C(C2)F 3-((4-amino-6-chloro-1H-pyrazolo[3,4-d]pyrimidin-1-yl)methyl)-5-fluorophenethyl-4-methylbenzenesulfonate